5-(4-Iodophenyl)-1,3,4-oxadiazole-2-carboxylic acid ethyl ester C(C)OC(=O)C=1OC(=NN1)C1=CC=C(C=C1)I